FC=1C=C2N(CCN(C2=CC1)C[C@@H]1NCCC1)C1=CC=C(C=C1)F (R)-6-Fluoro-4-(4-fluorophenyl)-N-(pyrrolidin-2-ylmethyl)-3,4-dihydroquinoxaline